ClC=1C=CC=2N(CN(C(C2N1)=O)C=1C(=NC(=CC1)OC)C)C1=C(C=C(C=C1)F)C(C)C 6-chloro-1-(4-fluoro-2-isopropylphenyl)-3-(6-methoxy-2-methylpyridin-3-yl)-2,3-dihydropyrido[3,2-d]pyrimidin-4(1H)-one